FC1=CC=C(CC=2C=NN(C2)C(=O)N[C@@H]2C(N(C3=C(OC2)C=CC(=C3)N3CC2(C3)CCOCC2)C)=O)C=C1 (S)-4-(4-Fluorobenzyl)-N-(5-methyl-4-oxo-7-(7-oxa-2-azaspiro[3.5]non-2-yl)-2,3,4,5-tetrahydrobenzo[b][1,4]oxaazepin-3-yl)-1H-pyrazole-1-carboxamide